C1(CCC1)OC1=C(C(=CC2=C1C(N1[C@@H](CO2)C[C@@H](C1)O)=O)C)F (2S,11aR)-6-cyclobutoxy-7-fluoro-2-hydroxy-8-methyl-2,3,11,11a-tetrahydro-1H,5H-benzo[f]pyrrolo[2,1-c][1,4]oxazepine-5-one